2,4,6-trimethylbenzoyl-phenylphosphinic acid ethyl ester C(C)OP(=O)(C1=CC=CC=C1)C(C1=C(C=C(C=C1C)C)C)=O